N1CSCCC1 3-thiaazacyclohexane